(chloromethyl)-1-(3-methoxy-4-nitrophenyl)-1H-1,2,3-triazole ClCC=1N=NN(C1)C1=CC(=C(C=C1)[N+](=O)[O-])OC